3-amino-3-(2,4,4-trifluoro-2',6'-dimethyl-5-(trifluoromethyl)-[1,1'-biphenyl]-3-yl)propanoate NC(CC(=O)[O-])C1C(=C(C=C(C1(F)F)C(F)(F)F)C1=C(C=CC=C1C)C)F